O[C@H]1[C@@H](COCC1)N(CCCCCCCC(=O)N(CCCCCCCCCC)CCCCCCCCCC)CCCCCCCC(=O)N(CCCCCCCCCC)CCCCCCCCCC 8,8'-(((3R,4R)-4-hydroxytetrahydro-2H-pyran-3-yl)-azanediyl)bis(N,N-didecyloctanamide)